COC1=CC(=C(C=C1)CN(C2=NC=C(S2)F)S(=O)(=O)C3=CC(=C(C=C3F)F)Cl)OC 5-chloro-N-(2,4-dimethoxybenzyl)-2,4-difluoro-N-(5-fluorothiazol-2-yl)benzenesulfonamide